[(2-methyl-3,4-dihydro-1H-isoquinolin-7-yl)methyl]pyrazole-4-carboxamide CN1CC2=CC(=CC=C2CC1)CC1=NNC=C1C(=O)N